(P)-3-chloro-4-((3,5-difluoropyridin-2-yl)methoxy)-2'-(2-(2-hydroxypropan-2-yl)-5-methylpyrimidin-4-yl)-5',6-dimethyl-2H-[1,4'-bipyridin]-2-one ClC=1C(N(C(=CC1OCC1=NC=C(C=C1F)F)C)C1=CC(=NC=C1C)C1=NC(=NC=C1C)C(C)(C)O)=O